[2-[[6,7-dichloro-3-(1H-pyrazol-4-yl)-1H-indol-4-yl]oxy]cyclopropyl]methanol ClC1=CC(=C2C(=CNC2=C1Cl)C=1C=NNC1)OC1C(C1)CO